N-(3-Methoxy-5-((1-methylpyrrolidin-3-yl)oxy)phenyl)-6-(trifluoromethyl)quinolin-4-amine COC=1C=C(C=C(C1)OC1CN(CC1)C)NC1=CC=NC2=CC=C(C=C12)C(F)(F)F